N-(4-(2,3-difluorophenyl)-2-(3,3-difluoropyrrolidin-1-yl)pyridin-3-yl)-2-isopropylpyrimidine-5-carboxamide FC1=C(C=CC=C1F)C1=C(C(=NC=C1)N1CC(CC1)(F)F)NC(=O)C=1C=NC(=NC1)C(C)C